3-(4-amino-2-(pyridin-2-ylmethyl)-7-(pyrimidin-4-yl)-2H-pyrazolo[4,3-c]pyridin-6-yl)benzonitrile NC1=NC(=C(C=2C1=CN(N2)CC2=NC=CC=C2)C2=NC=NC=C2)C=2C=C(C#N)C=CC2